C(C)(C)(C)OC(=O)NC=1C=C(N(C1)C)C(=O)NC=1N=C(N(C1)C)C(=O)O 4-[4-[(tert-butoxycarbonyl)amino]-1-methylpyrrole-2-amido]-1-methylimidazole-2-carboxylic acid